1-(((3S)-1-((3-(1,2-oxazol-3-yl)-1-azetidinyl)sulfonyl)-3-piperidinyl)carbonyl)-N-(4-(trifluoromethyl)benzyl)-D-prolinamide O1N=C(C=C1)C1CN(C1)S(=O)(=O)N1C[C@H](CCC1)C(=O)N1[C@H](CCC1)C(=O)NCC1=CC=C(C=C1)C(F)(F)F